NC=1C(=C(C=C2C=C(N=CC12)NC(=O)NC)C1=C(C2=C(OCCN2)N=C1)C)F 1-(8-Amino-7-fluoro-6-(8-methyl-2,3-dihydro-1H-pyrido[2,3-b][1,4]oxazin-7-yl)isoquinolin-3-yl)-3-methylurea